C(C1=CC=CC=C1)OC(=O)N1CC(CC=C1)O 3-hydroxy-3,4-dihydropyridine-1(2H)-carboxylic acid benzyl ester